1,1,4,7-tetramethyl-1a,2,3,5,6,7,7a,7b-octahydrocyclopropa[e]azulene CC1(C2C3C(CCC3=C(CCC21)C)C)C